O=C1CCC(CC1)CNC([O-])=O ((4-oxocyclohexyl)methyl)carbamate